7-bromo-N,2,2-trimethyl-2,3-dihydro-1H-pyrrolizine-5-carboxamide BrC=1C=C(N2CC(CC12)(C)C)C(=O)NC